C1(CC1)C1=CN(C=2N=CN=C(C21)N2CCNCC2)C2=NC=CC(=C2)C#N 2-[5-cyclopropyl-4-(piperazin-1-yl)-7H-pyrrolo[2,3-d]pyrimidin-7-yl]pyridine-4-carbonitrile